IC1=C(C(=NC=C1)N1CCC2(CC1)CC1=CC=CC=C1C2)C (4-iodo-3-methylpyridin-2-yl)-1,3-dihydrospiro[indene-2,4'-piperidine]